Tri-n-butylzirconium bromide [Br-].C(CCC)[Zr+](CCCC)CCCC